(5aR,6R,9aS)-2-([1,1-biphenyl]-4-yl)-6,9a-dimethyl-7-oxo-3-(pyrimidin-4-yl)-4,5,5a,6,7,9a-hexahydro-2H-benzo[g]indazole-8-carbonitrile C1(=CC=C(C=C1)N1N=C2[C@]3([C@H](CCC2=C1C1=NC=NC=C1)[C@H](C(C(=C3)C#N)=O)C)C)C3=CC=CC=C3